OC(CSSC=1SC(=NN1)SSCC(CCCCCCCCCCCCCCCC)O)CCCCCCCCCCCCCCCC 2,5-bis(2-hydroxyoctadecyl-dithio)-1,3,4-thiadiazole